3-Methyl-5-(N-(2-(4-(3-methylbenzoyl)piperazin-1-yl)phenyl)-N-phenethylsulfamoyl)benzofuran-2-Carboxylic acid CC1=C(OC2=C1C=C(C=C2)S(N(CCC2=CC=CC=C2)C2=C(C=CC=C2)N2CCN(CC2)C(C2=CC(=CC=C2)C)=O)(=O)=O)C(=O)O